BrC1=CC=C(C=C1)N\N=C(/C(=O)OCC)\Cl 1-Ethyl (2E)-2-[(4-bromophenyl)hydrazono]-2-chloro-acetate